C1(CC1)C=1C=C(C(=NC1)N)N1CCN(CC1)C 5-cyclopropyl-3-(4-methylpiperazin-1-yl)pyridin-2-amine